CC(C)C(C)(C(C)C)OC(C)(C(C)C)C(C)C Diisopropylethyl ether